10-(Methylamino)-4,7,9,10-tetrahydro-1H,3H-dipyrano[3,4-b:3',4'-d]pyridin-5(6H)-one CNC1COCC=2NC(C3=C(C21)COCC3)=O